ClC1=C(C=CC(=C1)Cl)C=1CCCC2=C(C1C1=CC=C(C=C1)O[C@@H]1CN(CC1)CCCF)C=CC(=C2)C=2N=NNN2 (S)-5-(8-(2,4-dichlorophenyl)-9-(4-((1-(3-fluoropropyl)pyrrolidin-3-yl)oxy)phenyl)-6,7-dihydro-5H-benzo[7]annulen-3-yl)-2H-tetrazole